dibenzo[b,d]furan-2-d C1=C(C=CC=2OC3=C(C21)C=CC=C3)[2H]